tert-butyl ((S)-1-((2S,4R)-2-((4-(4-(difluoromethyl)thiazol-5-yl)benzyl)carbamoyl)-4-hydroxypyrrolidin-1-yl)-3-methyl-1-oxobutan-2-yl)carbamate FC(C=1N=CSC1C1=CC=C(CNC(=O)[C@H]2N(C[C@@H](C2)O)C([C@H](C(C)C)NC(OC(C)(C)C)=O)=O)C=C1)F